ClC1=C(C=C(OCCCN2C(=CC(=C2)N(C=2C=C(C=CC2)C)CC2=C(C=C(C=C2)Cl)Cl)C(=O)O)C=C1C)C 1-(3-(4-chloro-3,5-dimethylphenoxy)propyl)-4-((2,4-dichlorobenzyl)(m-tolyl)amino)-1H-pyrrole-2-carboxylic acid